C1OC=CC=CC=CC=CC=CC2=C1C=CC=C2 benzo[c][1]oxacyclotetradecin